CS(=O)(=O)N1CCN(CC1)C=1C=CC(=NC1)C(=O)O 5-(4-(methylsulfonyl)piperazin-1-yl)picolinic acid